2-Amino-cyclobutanecarboxylic acid {1-[4-(benzothiazol-2-yloxy)-benzyl]-piperidin-4-ylmethyl}-amide dihydrochloride Cl.Cl.S1C(=NC2=C1C=CC=C2)OC2=CC=C(CN1CCC(CC1)CNC(=O)C1C(CC1)N)C=C2